ClC=1C=CC=2N(C1)C=C(N2)CC 6-chloro-2-ethylimidazo[1,2-a]pyridine